I(=O)(=O)(=O)OO periodic acid, hydroperoxide